ClC1=CC=C(C=C1)N1C2=NC(=NC(=C2N=C1C=1C=NC(=CC1)C#N)N1CCC(CC1)(C(=O)N)OCC)OCC(C)(C)O 1-[9-(4-chlorophenyl)-8-(6-cyano-3-pyridinyl)-2-(2-hydroxy-2-methyl-propoxy)purin-6-yl]-4-ethoxy-piperidine-4-carboxamide